thiocarbonyldiimidazole C(=S)(N1C=NC=C1)N1C=NC=C1